C(C1=CC=CC=C1)OCCOCC(C)OC1=NC(=CC=C1)Br 2-((1-(2-(benzyloxy)ethoxy)propan-2-yl)oxy)-6-bromopyridine